ClC1=NOC2=C1C=C(C=C2)[N+](=O)[O-] 3-chloro-5-nitro-1,2-benzoOxazole